FC(C1=CC(=NO1)\C=C/C1CCC2(CN(C2)C(C=C)=O)CC1)(F)F 1-{7-[(Z)-2-[5-(trifluoromethyl)-1,2-oxazol-3-yl]ethenyl]-2-azaspiro[3.5]nonan-2-yl}prop-2-en-1-one